C(C)(=O)N1[C@H]([C@@H]([C@H](C2=CC(=CC=C12)S(=O)(=O)C)NC(OCC1=CC=CC=C1)=O)C)C1CC1 |r| rac-benzyl ((2S,3R,4R)-1-acetyl-2-cyclopropyl-3-methyl-6-(methylsulfonyl)-1,2,3,4-tetrahydroquinolin-4-yl)carbamate